CN1C(N(CC=2C1=NC(=NC2)NC2=CC=C(C=C2)N2CCN(CC2)C)C2CN(C2)C(=O)OC(C)(C)C)=O tert-butyl 3-[1-methyl-7-[4-(4-methylpiperazin-1-yl)anilino]-2-oxo-4H-pyrimido[4,5-d]pyrimidin-3-yl]azetidine-1-carboxylate